CC(C(=O)N[C@H]1C[C@H](N(C1)C=1C2=C(N=C(N1)C)C1=C(O2)C=CC=C1)C(=O)O)(C)C1=CC=NC=C1 (2S,4S)-4-(2-methyl-2-(pyridin-4-yl)propanamido)-1-(2-methylbenzofuro[3,2-d]pyrimidin-4-yl)pyrrolidine-2-carboxylic acid